tert-butyl (R)-7-(1-((benzyloxy)carbonyl)-3,3-difluoropiperidin-4-yl)-2,7-diazaspiro[3.5]nonane-2-carboxylate C(C1=CC=CC=C1)OC(=O)N1CC([C@@H](CC1)N1CCC2(CN(C2)C(=O)OC(C)(C)C)CC1)(F)F